SCC(C(=O)O)CCC(=O)O 2-(mercaptomethyl)glutaric acid